[N+2].[N+](=O)([O-])[O-].[N+](=O)([O-])[O-] nitrate nitrogen(ii)